4-Ethynyl-5-methyl-1-(5-methylpyrazin-2-yl)-1H-imidazole-2-carboxamide C(#C)C=1N=C(N(C1C)C1=NC=C(N=C1)C)C(=O)N